hexamethylenediammonium terephthalate salt C(C1=CC=C(C(=O)[O-])C=C1)(=O)[O-].[NH3+]CCCCCC[NH3+]